(R)-(4-chlorophenyl)(8-methyl-3-(6-methylbenzo[d]thiazol-2-yl)-5,6-dihydro-[1,2,4]triazolo[4,3-a]pyrazin-7(8H)-yl)methanone ClC1=CC=C(C=C1)C(=O)N1[C@@H](C=2N(CC1)C(=NN2)C=2SC1=C(N2)C=CC(=C1)C)C